COC(C(C(=O)OC)CCC)=O.C1(CCCCC1)NC1=CC=CC=C1 Cyclohexyl-aniline dimethyl-2-propylpropanedioate